methyl 5-(5-(2-(1-(2-amino-6-bromo-1H-benzo[d]imidazol-1-yl)-3-azabicyclo[3.2.1]octan-3-yl) ethoxy)-1-methyl-1H-pyrazol-4-yl)-1-methyl-6-oxo-1,6-dihydropyridine-3-carboxylate NC1=NC2=C(N1C13CN(CC(CC1)C3)CCOC3=C(C=NN3C)C3=CC(=CN(C3=O)C)C(=O)OC)C=C(C=C2)Br